BrCC=1C=NC(=NC1)C(F)(F)F 5-(bromometh-yl)-2-(trifluorometh-yl)pyrimidine